(3,4-difluoro-2-(methylthio)phenyl)boronic acid FC=1C(=C(C=CC1F)B(O)O)SC